2,2,2-trifluoro-N-(1-(imidazo[1,2-a]pyrazin-8-yl)-4-((2,2,2-trifluoroacetamido)methyl)piperidin-4-yl)acetamide FC(C(=O)NC1(CCN(CC1)C=1C=2N(C=CN1)C=CN2)CNC(C(F)(F)F)=O)(F)F